C(N)(=N)C=1C=C(SC1)CNC(=O)[C@H]1N(CC2(OCCO2)C1)C(CNC(C1=CC=C(C=C1)C1=C(C=NC=C1)F)=O)=O (S)-N-((4-carbamimidoylthiophen-2-yl)methyl)-7-((4-(3-fluoropyridin-4-yl)benzoyl)glycyl)-1,4-dioxa-7-azaspiro[4.4]nonane-8-carboxamide